FC1=CC=C(C=C1)C(=O)N1[C@@H](C=2N(CC1)C(=NN2)C=2SC1=C(N2)C=CS1)C (R)-(4-Fluorophenyl)(8-methyl-3-(thieno[3,2-d]thiazol-2-yl)-5,6-dihydro-[1,2,4]triazolo[4,3-a]pyrazin-7(8H)-yl)methanone